((2-(((S)-3,3-dimethyl-1-oxo-1-((2S,4R)-4-phenoxy-2-((R)-2-phenylmorpholine-4-carbonyl)pyrrolidin-1-yl)butan-2-yl)carbamoyl)benzo[b]thiophen-5-yl)difluoromethyl)phosphonic acid CC([C@@H](C(N1[C@@H](C[C@H](C1)OC1=CC=CC=C1)C(=O)N1C[C@H](OCC1)C1=CC=CC=C1)=O)NC(=O)C1=CC2=C(S1)C=CC(=C2)C(F)(F)P(O)(O)=O)(C)C